1-methyl-N-(4-(methylthio)benzyl)-4-(2-phenyl-2H-pyrazolo[3,4-d]pyrimidin-4-yl)piperazine-2-carboxamide CN1C(CN(CC1)C=1C=2C(N=CN1)=NN(C2)C2=CC=CC=C2)C(=O)NCC2=CC=C(C=C2)SC